ClC=1C=C(C=2C[C@H](CC2C1)NC=1N=CC2=C(N1)CCNC2=O)C#N (S)-6-chloro-2-((5-oxo-5,6,7,8-tetrahydropyrido[4,3-d]pyrimidin-2-yl)amino)-2,3-dihydro-1H-indene-4-carbonitrile